C(CCCCC)(=O)OCC mono-2-ethyl hexanoate